NC1=NNC(C2=C1N(N=C2C(C)C)C2=CC=C(CNC(C1=C(C=CC(=C1)F)OC)=O)C=C2)=O N-(4-(7-amino-3-isopropyl-4-oxo-4,5-dihydro-1H-pyrazolo[3,4-d]pyridazin-1-yl)benzyl)-5-fluoro-2-methoxybenzamide